bis(4-((thiepin-2-ylmethyl)thio)phenyl)sulfane S1C(=CC=CC=C1)CSC1=CC=C(C=C1)SC1=CC=C(C=C1)SCC=1SC=CC=CC1